9,9'-spirobi[9H-fluoren]-4-amine C1=CC=C(C=2C3=CC=CC=C3C3(C12)C1=CC=CC=C1C=1C=CC=CC13)N